CN1[C@@H](COCC1)COC=1C=C(C#N)C=C(C1)C=1SC(=CN1)C 3-{[(3S)-4-Methylmorpholin-3-yl]methoxy}-5-(5-methyl-1,3-thiazol-2-yl)benzonitrile